O1CCC(CC1)C1=CC=C(C=C1)C1CN(C1)C(=O)OC(C)(C)C tert-butyl 3-(4-tetrahydropyran-4-ylphenyl)azetidine-1-carboxylate